2-chloro-4,4,5,5-tetraphenyl-1,3,2-dioxaphospholane ClP1OC(C(O1)(C1=CC=CC=C1)C1=CC=CC=C1)(C1=CC=CC=C1)C1=CC=CC=C1